CN1N=CC(=C1)NC1=NC=CC(=N1)C=1C=CC2=C(CCCCC2NC(OC(C)(C)C)=O)C1 tert-butyl (2-(2-((1-methyl-1H-pyrazol-4-yl)amino)pyrimidin-4-yl)-6,7,8,9-tetrahydro-5H-benzo[7]annulen-5-yl)carbamate